(1S,2S,5R)-2-(((tert-butyldimethylsilyl)oxy)methyl)-3,8-diazabicyclo[3.2.1]octane-8-carboxylic acid tert.Butyl ester C(C)(C)(C)OC(=O)N1[C@@H]2[C@H](NC[C@H]1CC2)CO[Si](C)(C)C(C)(C)C